FC1=C(C(=CC=C1C(=O)OO)F)F 2,3,4-trifluoroperbenzoic acid